[C@@H]12COC[C@@H](CC1)C2NC=2N=NC(=C1C2C=NC=C1)C1=C(C=C(C#N)C=C1)O 4-(4-(((1R,5S,8s)-3-oxabicyclo[3.2.1]octan-8-yl)amino)pyrido[3,4-d]pyridazin-1-yl)-3-hydroxybenzonitrile